O1CCN(CC1)CCCC1=C(C(=CC=C1)N)N (3-morpholinopropyl)benzene-1,2-diamine